(Z)-9-(2-chloro-3,4-bis((4-methoxybenzyl)oxy)phenyl)-1-(4-methoxyphenyl)-3-oxo-2,7-dioxa-4,8-diazadeca-8-ene ClC1=C(C=CC(=C1OCC1=CC=C(C=C1)OC)OCC1=CC=C(C=C1)OC)\C(=N/OCCNC(OCC1=CC=C(C=C1)OC)=O)\C